FC=1C=C2C=C(NC2=CC1OCC1=CC(=NO1)C)CNC(=O)C1(CC1)F N-({5-fluoro-6-[(3-methyl-5-isoxazolyl)methoxy]-2-indolyl}methyl)1-fluorocyclopropanecarboxamide